BrC1=C(C=C2C(=NC(N3C2=C1SCC3)=O)N3[C@H](CN(CC3)C(=O)OCCCC)CS(=O)(=O)C)Cl butyl (R)-4-(10-bromo-9-chloro-5-oxo-2,3-dihydro-5H-[1,4]thiazino[2,3,4-ij]quinazolin-7-yl)-3-((methylsulfonyl)methyl)piperazine-1-carboxylate